ClC=1C=C(C=2N(C1)C=C(N2)C(=O)N[C@]2(COCC2)C)C2=C(C=CC=C2)OCC(F)(F)F |r| (R and S)-6-chloro-N-(3-methyltetrahydrofuran-3-yl)-8-(2-(2,2,2-trifluoroethoxy)phenyl)imidazo[1,2-a]pyridine-2-carboxamide